N-butyl-methyl-piperidine bromide [Br-].C(CCC)N1C(CCCC1)C